OC1(CCC(CC1)N1N=C(C(=C1)NC=1N=CC2=C(N1)N(C(=C2)C#N)[C@H](COC)C)OC(C)C)C cis-2-((1-(4-hydroxy-4-methylcyclohexyl)-3-isopropoxy-1H-pyrazol-4-yl)amino)-7-((S)-1-methoxypropan-2-yl)-7H-pyrrolo[2,3-d]pyrimidine-6-carbonitrile